5-(1-((R)-1,1-difluoropropan-2-yl)-1H-benzo[d][1,2,3]triazol-6-yl)-6-fluoro-N-((3R,4S)-3-fluoro-1-methylpiperidin-4-yl)-4-methoxypyrrolo[2,1-f][1,2,4]triazin-2-amine FC([C@@H](C)N1N=NC2=C1C=C(C=C2)C=2C(=CN1N=C(N=C(C12)OC)N[C@@H]1[C@@H](CN(CC1)C)F)F)F